tert-butyl (2-((3S,4s,5R)-4-(2-fluoro-6-methyl-4-(3-(pyridin-3-yl)-1-tosyl-1H-pyrrolo[2,3-b]pyridin-4-yl)phenyl)-4-hydroxy-3,5-dimethylpiperidin-1-yl)-2-oxoethyl)carbamate FC1=C(C(=CC(=C1)C1=C2C(=NC=C1)N(C=C2C=2C=NC=CC2)S(=O)(=O)C2=CC=C(C)C=C2)C)C2([C@H](CN(C[C@H]2C)C(CNC(OC(C)(C)C)=O)=O)C)O